triethyl (oxiran-2-ylmethyl) silicate [Si](OCC)(OCC)(OCC)OCC1OC1